NC=1C(=NC(=CN1)C1=C(C=CC(=C1)[C@@](C(F)F)(CO)O)C([2H])([2H])[2H])C(=O)NC12CCC(C1)(C2)C#N (S)-3-amino-N-(4-cyanobicyclo[2.1.1]hex-1-yl)-6-(5-(1,1-difluoro-2,3-dihydroxypropan-2-yl)-2-(methyl-d3)phenyl)pyrazine-2-carboxamide